BrC(C(=O)OC(C)(C)C)C=1C=CC=C2C(=NN(C12)C(C)C)C tert-butyl 2-bromo-2-(1-isopropyl-3-methyl-1H-indazol-7-yl)acetate